CN1C[C@@H]([C@H](CC1)NC(=O)C1=CC(=CC=2N(C=NC21)CC(F)(F)F)C#CCNC=2C(OC)=CC(=C(C2)C(NCC)=O)F)C N-[(3S,4S)-1-methyl-3-methyl-4-piperidyl]-6-{3-[4-(N-ethylcarbamoyl)-5-fluoro-2-anisidino]-1-propynyl}-1-(2,2,2-trifluoroethyl)-1H-1,3-benzimidazole-4-carboxamide